4-(2H3)methoxy-piperidin-3-ol C(OC1C(CNCC1)O)([2H])([2H])[2H]